3-[3-[2-[5-[4,6-difluoro-1-(2-trimethylsilylethoxymethyl)indol-5-yl]oxy-2-fluoro-phenyl]-5-methyl-1,4,6,7-tetrahydroimidazo[4,5-c]pyridin-4-yl]-2-fluoro-phenyl]propane-1,2-diol FC1=C2C=CN(C2=CC(=C1OC=1C=CC(=C(C1)C=1NC2=C(C(N(CC2)C)C=2C(=C(C=CC2)CC(CO)O)F)N1)F)F)COCC[Si](C)(C)C